3-cyclopropyl-4-((1-(methylsulfonyl)piperidin-4-yl)methoxy)-benzaldehyde C1(CC1)C=1C=C(C=O)C=CC1OCC1CCN(CC1)S(=O)(=O)C